ClC=1C=C(C=CC1F)NC(=O)C1=C(N=CN1C)C1CC2CC(CC2C1)(O)C1=C(C=NN1C)F N-(3-chloro-4-fluorophenyl)-4-(5-(4-fluoro-1-methyl-1H-pyrazol-5-yl)-5-hydroxyoctahydropentalen-2-yl)-1-methyl-1H-imidazole-5-carboxamide